C1(=CC=C(C=C1)C(=O)[O-])C1=CC=C(C=C1)C(=O)[O-].[K+].OC1=CC=C(C=C1)CCC(C(=O)N)I.[K+] β-(4-hydroxyphenyl)ethyl-iodoacetamide potassium 1,1'-biphenyl-4,4'-dicarboxylate